ethanetriol C(C)(O)(O)O